BrC=1C=C2C(C(N(C2=CC1)C1(CC1)C(=O)NCCCC(=O)O)=O)(C)C 4-(1-(5-bromo-3,3-dimethyl-2-oxoindolin-1-yl)cyclopropane-1-carboxamido)butanoic acid